2-fluoro-5-(piperidin-4-yl)phenol hydrochloric acid salt Cl.FC1=C(C=C(C=C1)C1CCNCC1)O